C(C1=CC=CC=C1)OCCOC1=CC=CC=2N=C(SC21)C2=C1N=CC(=NC1=CC(=C2)C)OC(F)F 7-(2-(benzyloxy)ethoxy)-2-(2-(difluoromethoxy)-7-methylquinoxalin-5-yl)benzo[d]thiazole